[Cl-].C(#N)CC(C[N+](C)(C)C)O (L)-3-cyano-2-hydroxypropyl-trimethylammonium chloride